COC1=CC2=C(N=C(S2)C2=C3N=CC(=NC3=CC(=C2)C)OC)C(=C1)C(O)C=1SC=CN1 (6-methoxy-2-(2-methoxy-7-methylquinoxalin-5-yl)benzo[d]Thiazol-4-yl)(thiazol-2-yl)methanol